(3S,4R)-4-(vinyloxy)-3-fluoropiperidine-1-carboxylic acid tert-butyl ester C(C)(C)(C)OC(=O)N1C[C@@H]([C@@H](CC1)OC=C)F